COC(C)C1N(CCC(C1)C)C1=C(C=CC=C1)[N+](=O)[O-] (1-methoxyethyl)-4-methyl-1-(2-nitrophenyl)piperidine